BrC=1C=C2C(=NC1)CN(C2)C2=C(C(N(N=C2)COCC[Si](C)(C)C)=O)C(F)(F)F 5-[3-bromo-5H,6H,7H-pyrrolo[3,4-b]pyridin-6-yl]-4-(trifluoromethyl)-2-[[2-(trimethylsilyl)ethoxy]methyl]-2,3-dihydropyridazin-3-one